1-(3-chlorophenyl)-3-butene-1-ol ClC=1C=C(C=CC1)C(CC=C)O